2,2,4,4-tetramethylbutanoic acid CC(C(=O)O)(CC(C)C)C